N-[(2-Amino-3-pyridyl)sulfonyl]-6-(1-naphthyl)-2-[(4S)-2,2,4-trimethylpyrrolidin-1-yl]pyridin-3-carboxamid NC1=NC=CC=C1S(=O)(=O)NC(=O)C=1C(=NC(=CC1)C1=CC=CC2=CC=CC=C12)N1C(C[C@@H](C1)C)(C)C